ClC1=NC=NC(=C1N)N1[C@H](CCC1)C(F)(F)F (R)-4-chloro-6-(2-(trifluoromethyl)pyrrolidin-1-yl)pyrimidin-5-amine